5-(Hydroxylaminosulfonyl)-N-(propan-2-yl)thiophene-2-carboxamide ONS(=O)(=O)C1=CC=C(S1)C(=O)NC(C)C